FC=1C=C2C(CC3(NC2=CC1)CCN(CC3)C(=O)NCC3=C(OC=C3)C(F)(F)F)=O 6'-fluoro-4'-oxo-N-((2-(trifluoromethyl)furan-3-yl)methyl)-3',4'-dihydro-1'H-spiro[piperidine-4,2'-quinoline]-1-carboxamide